tert-Butyl 2H,4H,5H,6H-pyrrolo[3,4-c]pyrazole-5-carboxylate N=1NC=C2C1CN(C2)C(=O)OC(C)(C)C